N-[4-(3-cyanophenyl)-5-(2,6-dimethyl-4-pyridyl)thiazol-2-yl]-4-methyl-3-oxo-piperazine-1-carboxamide C(#N)C=1C=C(C=CC1)C=1N=C(SC1C1=CC(=NC(=C1)C)C)NC(=O)N1CC(N(CC1)C)=O